C(C)N1CN(C2=NC(N(C2=C1)C)\C=C\C=1C=NC(=CC1)OC)CC (E)-1,3-diethyl-8-(2-(6-methoxypyridin-3-yl)vinyl)-7-methyl-1H-purine